O=C1NC2=CC=C(C=C2C12CCN(CC2)C(C2=CC=C(C=C2)C(F)(F)F)=O)C(=O)OC Methyl 2-oxo-1'-(4-(trifluoromethyl)benzoyl)spiro[indoline-3,4'-piperidine]-5-carboxylate